ClC1=C(C(=CC=C1)C)NC(=O)C1=CN=C(S1)NC1=NC(=NC(=C1)N1CCN(CC1)CC=1C=C2C(N(C(C2=CC1)=O)C1C(NC(CC1)=O)=O)=O)C N-(2-chloro-6-methylphenyl)-2-((6-(4-((2-(2,6-dioxopiperidin-3-yl)-1,3-dioxoisoindolin-5-yl)methyl)piperazin-1-yl)-2-methylpyrimidin-4-yl)amino)thiazole-5-carboxamide